2-[(2S)-2,6-bis(3-sulfanylpropionamido)hexanamido]Caproamide SCCC(=O)N[C@H](C(=O)NC(C(=O)N)CCCC)CCCCNC(CCS)=O